FC(C(=O)O)(F)F.FC(C(=O)O)(F)F.FC(C(=O)O)(F)F.FC1=C(C=CC(=C1)F)S(=O)(=O)NC=1C(=NC=C(C1)C=1C=C2C(=NC=NC2=CC1)N1CCNCC1)OC 2,4-difluoro-N-(2-methoxy-5-(4-(piperazin-1-yl)quinazolin-6-yl)pyridin-3-yl)benzenesulfonamide tristrifluoroacetate